BrC1=C(C(=CC(=C1)F)C(F)(F)F)CN(C)C 1-(2-bromo-4-fluoro-6-(trifluoromethyl)phenyl)-N,N-dimethylmethanamine